OCCCN1CN(C2=CC=CC=C2C1=O)C1=CC=C(C=C1)C(F)(F)F 3-(3-hydroxypropyl)-1-(4-(trifluoromethyl)phenyl)-2,3-dihydroquinazolin-4(1H)-one